ClC1=CC=C(C=C1)C1=CC=C(C=C1)SC=1N=NNC1C(=O)O 4-((4'-chloro-[1,1'-biphenyl]-4-yl)thio)-1H-1,2,3-triazole-5-carboxylic acid